N-Vinylbenzamide C(=C)NC(C1=CC=CC=C1)=O